4,4'-(propane-2,2-diyl)bis(2-(penta-4-ene-1-yl)cyclopentane-1-formic acid) CC(C)(C1CC(C(C1)C(=O)O)CCCC=C)C1CC(C(C1)C(=O)O)CCCC=C